1-(5-bromoimidazo[1,2-a]pyridin-8-yl)-3-(5-(1-(trifluoromethyl)cyclopropyl)isoxazol-3-yl)urea BrC1=CC=C(C=2N1C=CN2)NC(=O)NC2=NOC(=C2)C2(CC2)C(F)(F)F